ClC1=NN(C=C1)C1=C(C(=NN(C1=O)C1=C(C=C(C=C1C)C(F)(F)F)C)C(=O)OCC)O ethyl 5-(3-chloro-1H-pyrazol-1-yl)-1-[2,6-dimethyl-4-(trifluoromethyl) phenyl]-4-hydroxy-6-oxo-1,6-dihydropyridazine-3-carboxylate